BrCC1CCC(CC1)OC(NC)=O.OC=1C=C(C=C(C1O)C)C1(C2=CC=CC=C2C=2C=CC=CC12)C1=CC(=C(C(=C1)C)O)O 9,9-bis(3,4-dihydroxy-5-methylphenyl)fluorene [4-(bromomethyl)cyclohexyl]-N-methyl-carbamate